NC1=CC=C(C=C1)SSC1=CC=C(C=C1)N 4-aminophenyldisulfide